BrCCCOC1=CSC=C1C 3-(3-bromopropyloxy)-4-methylthiophene